COC1=C2C=C(NC2=CC=C1)C(=O)N1C[Si]2(CC1C(=O)N[C@H](C(=O)OC)C[C@H]1C(NCCC1)=O)CCCC2 methyl (2S)-2-[[2-(4-methoxy-1H-indole-2-carbonyl)-2-aza-5-silaspiro[4.4]nonane-3-carbonyl]amino]-3-[(3S)-2-oxo-3-piperidyl]propanoate